N,N-bis(2-hydroxyethyl)-terephthalamide OCCN(C(C1=CC=C(C(=O)N)C=C1)=O)CCO